FC1=C(C=CC(=C1F)CN1C(NC=2C=NC=3N=C(C=CC3C21)OC)=O)S(=O)(=O)N 2,3-difluoro-4-((7-methoxy-2-oxo-2,3-dihydro-1H-imidazo[4,5-c][1,8]naphthyridin-1-yl)methyl)benzenesulfonamide